1,4-bis(2-maleimidophenoxy)benzene methyl-3-[(4-[4-[(tert-butoxycarbonyl)amino]-1-methylimidazole-2-amido]-1-methylimidazol-2-yl)formamido]propanoate COC(CCNC(=O)C=1N(C=C(N1)NC(=O)C=1N(C=C(N1)NC(=O)OC(C)(C)C)C)C)=O.C1(C=CC(N1C1=C(OC2=CC=C(C=C2)OC2=C(C=CC=C2)N2C(C=CC2=O)=O)C=CC=C1)=O)=O